tert-butyl 6-(8-(benzo[d]thiazol-2-ylcarbamoyl)-3,4-dihydroisoquinolin-2(1H)-yl)-3-(1-((3-(2-hydroxyethoxy)-5,7-dimethyladamantan-1-yl)methyl)-5-methyl-1H-pyrazol-4-yl)picolinate S1C(=NC2=C1C=CC=C2)NC(=O)C=2C=CC=C1CCN(CC21)C2=CC=C(C(=N2)C(=O)OC(C)(C)C)C=2C=NN(C2C)CC21CC3(CC(CC(C2)(C3)C)(C1)C)OCCO